C(C1=CC=CC=C1)OC1=CC(=C(C(=C1C=O)Br)Cl)F 6-(benzyloxy)-2-bromo-3-chloro-4-fluorobenzaldehyde